1-acetyl-2-(4-aminophenyl)-2-hydroxyindolin-3-one C(C)(=O)N1C(C(C2=CC=CC=C12)=O)(O)C1=CC=C(C=C1)N